2-(7-cyano-3-fluoropyrazolo[1,5-a]pyridin-4-yl)-4-methyl-1,2,3,4-Tetrahydropyrazin C(#N)C1=CC=C(C=2N1N=CC2F)C2NC=CN(C2)C